tert-butyl 2-hydroxy-2-methylpropylcarbamate OC(CNC(OC(C)(C)C)=O)(C)C